tert-butyl ((1R,3R)-3-(4-(5-amino-3-methyl-1H-pyrazol-1-yl)-2-bromophenoxy)cyclopentyl)carbamate NC1=CC(=NN1C1=CC(=C(O[C@H]2C[C@@H](CC2)NC(OC(C)(C)C)=O)C=C1)Br)C